C(#N)N1[C@H]2[C@@H](C[C@@H]1CC2)NC(=O)[C@@H]2CN(CC2)C2=NC(=CC(=C2)C#N)C(F)(F)F (3S)-N-((1R,2R,4S)-7-cyano-7-azabicyclo[2.2.1]heptan-2-yl)-1-(4-cyano-6-(trifluoromethyl)-2-pyridinyl)-3-pyrrolidinecarboxamide